O1C[C@@H](CC1)CS(=O)(=O)[O-] (R)-tetrahydrofuran-3-yl-methanesulfonate